ClC1=C(C=CC(=C1)F)C=1C(=NN(C1NC1=C(C=CC=C1)Cl)C)C 4-(2-chloro-4-fluorophenyl)-N-(2-chlorophenyl)-1,3-dimethyl-1H-pyrazole-5-amine